C(C=C)(=O)OCC(CCCCCCOC(C=C)=O)C 2-Methyl-1,8-octanediol diacrylate